hexadecan-1-ol C(CCCCCCCCCCCCCCC)O